OC1=CC=C(C=C1)C(C(=O)OC)C(C)C Methyl 2-(4-hydroxyphenyl)-3-methylbutanoate